O[C@@H]1C[C@H]2[C@H](CCC3=C(O2)C=C(C=C3)C(=O)O)[C@H]1\C=C\C(C1(CC1)C1=CSC=C1)O (1R,2R,3aS,10aR)-2-hydroxy-1-{(1E,3ξ)-3-hydroxy-3-[1-(3-thienyl)cyclopropyl]-1-propen-1-yl}-2,3,3a,9,10,10a-hexahydro-1H-benzo[b]cyclopenta[f]oxepin-6-carboxylic acid